C(C)C=1C=NN2C1N=C(C=C2NCC=2C=CC(NC2)=O)N2[C@@H](CCCC2)CCO (S)-5-(((3-ethyl-5-(2-(2-hydroxyethyl)piperidin-1-yl)pyrazolo[1,5-a]pyrimidin-7-yl)amino)methyl)pyridin-2(1H)-one